ClC1=C(C(=CC=C1)F)C1=NOC(=C1COC(C)C)C=1C=NN(C1C(F)(F)F)C[C@@H](C)O (2R)-1-{4-[3-(2-chloro-6-fluorophenyl)-4-[(propan-2-yloxy)methyl]-1,2-oxazol-5-yl]-5-(trifluoromethyl)-1H-pyrazol-1-yl}propan-2-ol